1-((2-chlorothiazol-5-yl)methyl)-8-nitro-2,3-dihydroimidazo[1,2-a]pyridine-5(1H)-thione ClC=1SC(=CN1)CN1CCN2C1=C(C=CC2=S)[N+](=O)[O-]